N-[rac-(8S)-4-amino-6-methyl-5-(3-quinolinyl)-8,9-dihydropyrimido[5,4-b]indol-8-yl]prop-2-enamide NC1=NC=NC2=C1N(C=1C(=C[C@H](CC21)NC(C=C)=O)C)C=2C=NC1=CC=CC=C1C2 |r|